ClC1=CC=C(C=C1)C=1C=CC2=C(C3=C(S2)C=CC=C3C3=NC(=NC(=N3)C3=CC=CC=C3)C3=CC=CC=C3)C1 2-[8-(4-Chloro-phenyl)-dibenzothiophen-1-yl]-4,6-diphenyl-[1,3,5]triazine